ON1C(CC(CC1(C)C)OC(CCCCCCCCC(=O)OC1CC(N(C(C1)(C)C)O)(C)C)=O)(C)C Bis(1-oxyl-2,2,6,6-tetramethylpiperidin-4-yl)-sebacat